3-methylene-4-phenylfuran-2(5H)-one C=C1C(OCC1C1=CC=CC=C1)=O